(2S,4r)-1-[(2S)-2-(4-cyclopropyl-triazol-1-yl)-3,3-dimethyl-butyryl]-4-hydroxy-N-[(2r,3S)-2-(3-methyl-1,2,4-oxadiazol-5-yl)tetrahydrofuran-3-yl]pyrrolidine-2-carboxamide C1(CC1)C=1N=NN(C1)[C@H](C(=O)N1[C@@H](C[C@H](C1)O)C(=O)N[C@@H]1[C@@H](OCC1)C1=NC(=NO1)C)C(C)(C)C